4-(4-((3,4-difluorobenzyl)amino)thieno[3,2-c]pyridin-2-yl)-6-(4-fluorophenethyl)-2-isobutyl-5-(5-methyl-1,3,4-oxadiazol-2-yl)nicotinamide FC=1C=C(CNC2=NC=CC3=C2C=C(S3)C3=C(C(=NC(=C3C(=O)N)CC(C)C)CCC3=CC=C(C=C3)F)C=3OC(=NN3)C)C=CC1F